COCOC1=C(C=CC(=C1)C)B(O)O [2-(methoxymethoxy)-4-methyl-phenyl]boronic acid